2-[6-[5-(6-methyl-2-pyridyl)-1H-imidazol-4-yl]-3-quinolyl]-5-(piperazin-1-ylmethyl)thiazole CC1=CC=CC(=N1)C1=C(N=CN1)C=1C=C2C=C(C=NC2=CC1)C=1SC(=CN1)CN1CCNCC1